(R)-(5-fluoro-2-(2-methoxy-7-methylquinoxalin-5-yl)-7,8-dihydrobenzofuro[5,4-d]thiazol-7-yl)methyl (5-cyanopyridin-3-yl)carbamate C(#N)C=1C=C(C=NC1)NC(OC[C@@H]1OC2=C(C1)C1=C(N=C(S1)C1=C3N=CC(=NC3=CC(=C1)C)OC)C=C2F)=O